rac-2-((1S*,2S*)-2-(3-chlorophenyl)cyclopropyl)-7-(((6-cyclopropylimidazo[1,2-a]pyridin-2-yl)methyl)amino)quinolin-4(1H)-one ClC=1C=C(C=CC1)[C@@H]1[C@H](C1)C=1NC2=CC(=CC=C2C(C1)=O)NCC=1N=C2N(C=C(C=C2)C2CC2)C1 |r|